C(C)(C)OC(C1=C(N=CC(=C1)F)Cl)=O 2-chloro-5-fluoro-nicotinic acid isopropyl ester